The molecule is a cholestanoid that is cholest-4-ene substituted by an oxo group at position 3. It has a role as a human metabolite and a plant metabolite. It is a cholestanoid and a 3-oxo-Delta(4) steroid. C[C@H](CCCC(C)C)[C@H]1CC[C@@H]2[C@@]1(CC[C@H]3[C@H]2CCC4=CC(=O)CC[C@]34C)C